6-(1-((1,5-dimethyl-1H-pyrazol-4-yl)sulfonyl)piperidin-4-yl)-7-fluoro-[1,2,4]triazolo[1,5-a]pyridine CN1N=CC(=C1C)S(=O)(=O)N1CCC(CC1)C=1C(=CC=2N(C1)N=CN2)F